[N+](=O)([O-])C1=CC=C(C=C1)S(=O)(=O)Cl 4-Nitrophenyl-sulfonyl chloride